(R)-3-(2-(6-(2-Methylpyridin-4-yl)-2,6-diazaspiro[3.3]heptan-2-yl)ethyl)-2-oxaspiro[4.5]decan-1-on CC1=NC=CC(=C1)N1CC2(CN(C2)CC[C@@H]2OC(C3(C2)CCCCC3)=O)C1